6-chloro-5-(3-methyl-1,2,4-oxadiazol-5-yl)pyrimidin-4-amine ClC1=C(C(=NC=N1)N)C1=NC(=NO1)C